CS(=O)(=O)O.ClC=1C=C(C(=O)C=2C=C3C=4CC(CCC4NC3=CC2)CN(C)C)C=CC1 6-(3-chlorobenzoyl)-3-(dimethyl)aminomethyl-1,2,3,4-tetrahydro-9H-carbazole methanesulfonate